FC(CC1=C(SC=C1)C(=O)N)(F)F (2,2,2-trifluoroethyl)thiophene-2-carboxamide